[N+](=[N-])=C1C(C(=C2C=CC=CC2=C1)S(=O)(=O)O)S(=O)(=O)O.COC1=CC=CC(=C1)[N+](=O)[O-] 2-methoxy-4-nitrobenzene diazonaphthalenedisulfonate